FC1=C(CN(C(=O)NCC2=CC=C(C=C2)OCCF)C2CCN(CC2)C)C=CC(=C1)F 1-(2,4-difluorobenzyl)-3-(4-(2-fluoroethoxy)benzyl)-1-(1-methylpiperidin-4-yl)urea